NCC=1OC2=C(C1)C=C(C=C2Cl)C2=CC=C(C(=N2)C(=O)OC)F Methyl 6-(2-(aminomethyl)-7-chloro-1-benzofuran-5-yl)-3-fluoropyridine-2-carboxylate